2-fluoro-N-(6-(6-fluoro-5-methyl-7-(trifluoromethyl)-1H-indazol-4-yl)imidazo[1,2-a]pyrazin-2-yl)cyclopropane-1-carboxamide FC1C(C1)C(=O)NC=1N=C2N(C=C(N=C2)C2=C3C=NNC3=C(C(=C2C)F)C(F)(F)F)C1